C1=CC(=CC=C1CN=C(N)SCCCC2=CN=CN2)Cl The molecule is an imidothiocarbamic ester that consists of isothiourea bearing S-3-(imidazol-4-yl)propyl and N-4-chlorobenzyl substituents. An extremely potent histamine H3 antagonist/inverse agonist (pA2 = 9.93). Also displays partial agonist activity at H4 receptors; induces eosinophil shape change with an EC50 of 3 nM. It has a role as a H3-receptor antagonist and a H4-receptor agonist. It is a member of imidazoles, an imidothiocarbamic ester and an organochlorine compound. It is a conjugate base of a clobenpropit(2+).